OC1N(CC2=CC(=CC=C12)C(N)=N)C(C)C=1OC=C(C(C1)=O)OCC1CCN(CC1)S(=O)(=O)C Hydroxy-2-(1-(5-((1-(methylsulfonyl)piperidin-4-yl)methoxy)-4-oxo-4H-pyran-2-yl)ethyl)isoindoline-5-carboximidamide